COC=1C=C2C(=CC=NC2=CC1OC)OC1CCN(CC1)CC(=O)N1[C@@H](C[C@@H](C1)F)C#N (2S,4S)-1-(2-(4-((6,7-Dimethoxychinolin-4-yl)oxy)piperidin-1-yl)acetyl)-4-fluoropyrrolidin-2-carbonitril